C(\C=C\C)(=O)N1CC(CC1)(C1=C(C(=CC=C1F)Cl)Cl)NC=1C=C2C(N(C=NC2=C(C1)F)CC(=O)O)=O (E)-2-(6-((1-(but-2-enoyl)-3-(2,3-dichloro-6-fluorophenyl)pyrrolidin-3-yl)amino)-8-fluoro-4-oxoquinazolin-3(4H)-yl)acetic acid